O=C1OC2=C(N1)C=CC(=C2)N2CCN(CC2)CC2CCN(CC2)C(=O)OC(C)(C)C tert-butyl 4-[[4-(2-oxo-3H-1,3-benzoxazol-6-yl)piperazin-1-yl]methyl]piperidine-1-carboxylate